(2S,4S)-4-[3-[2-[2-[3-aminopropyl(tert-butoxycarbonyl)amino]ethyl]phenyl]phenoxy]-1-benzyloxycarbonyl-pyrrolidine-2-carboxylic acid NCCCN(CCC1=C(C=CC=C1)C=1C=C(O[C@H]2C[C@H](N(C2)C(=O)OCC2=CC=CC=C2)C(=O)O)C=CC1)C(=O)OC(C)(C)C